COC(COC1=NC=C(C=C1)C(F)(F)F)OC 2-(2,2-dimethoxyethoxy)-5-(trifluoromethyl)pyridine